N-(4-(6-methoxy-7-((1-(2-methoxyethyl)piperidin-4-yl)methoxy)quinazolin-4-yl)phenyl)-2-(4-(trifluoromethyl)phenyl)acetamide COC=1C=C2C(=NC=NC2=CC1OCC1CCN(CC1)CCOC)C1=CC=C(C=C1)NC(CC1=CC=C(C=C1)C(F)(F)F)=O